C1(CC1)C1=NC=CC(=C1)C=1NC2=CC=C(C=C2C1C(C)C)C1CCN(CC1)CC=1N=C(NC1)C 2-(2-cyclopropylpyridin-4-yl)-3-isopropyl-5-(1-((2-methyl-1H-imidazol-4-yl)methyl)piperidin-4-yl)-1H-indole